COC=1C=C2C=NC=NC2=CC1O 6-methoxy-7-hydroxyquinazoline